4-(4-oxocyclohexyl)piperazin-2-one O=C1CCC(CC1)N1CC(NCC1)=O